NC=1C=CC(=NC1)N(C(OC(C)(C)C)=O)CCN(C)C tert-butyl N-(5-aminopyridin-2-yl)-N-[2-(dimethylamino)ethyl]carbamate